1-hydroxy-3-(2-hydroxyphenyl)-9H-xanthen-9-one OC1=CC(=CC=2OC3=CC=CC=C3C(C12)=O)C1=C(C=CC=C1)O